ClC=1C=C(OC2=C3C(C(C3=C(C=C2)C(F)(F)F)O)(F)F)C=C(C1)F 2-(3-chloro-5-fluorophenoxy)-8,8-difluoro-5-trifluoromethylbicyclo[4.2.0]octa-1,3,5-triene-7-ol